7-{3-[4-(Cyclopropanesulfonyl)phenyl]-1H-pyrazolo[3,4-b]pyridin-5-yl}-3-[(2R)-pyrrolidine-2-carbonyl]-2,3,4,5-tetrahydro-1H-3-benzazepine C1(CC1)S(=O)(=O)C1=CC=C(C=C1)C1=NNC2=NC=C(C=C21)C2=CC1=C(CCN(CC1)C(=O)[C@@H]1NCCC1)C=C2